FC=1C=CC(=C(C(=O)N(C(C)C)C(C)C)C1)OC=1C=NC=NC1 5-fluoro-N,N-di(prop-2-yl)-2-[(pyrimidin-5-yl)oxy]benzamide